[N+](=O)([O-])C=1C=CC2=C(C(NC3(CCCC3)O2)=O)C1 6-Nitrospiro[benzo[e][1,3]oxazin-2,1'-cyclopentane]-4(3H)-one